(ethylsulfonyl)imidazo[1,2-a]pyridin C(C)S(=O)(=O)C=1N=C2N(C=CC=C2)C1